1-(2-chloro-3-methylpyridin-4-yl)-3-(4-(trifluoromethyl)phenyl)azetidin-3-ol ClC1=NC=CC(=C1C)N1CC(C1)(O)C1=CC=C(C=C1)C(F)(F)F